[N+](=O)([O-])N([N+](=O)[O-])C1=NC(N=N1)=C1N=NC(=N1)N dinitroamino-5-amino-3,3'-bi-1,2,4-triazole